CN(C1=CC=C(C=N1)NC(OCC1OC2=C(C3=C(N=C(S3)C3=C4N=CC(=NC4=CC(=C3)C)OC)C(=C2)C)OC1)=O)C (2-(2-methoxy-7-methylquinoxalin-5-yl)-4-methyl-7,8-dihydro-[1,4]dioxino[2',3':3,4]benzo[1,2-d]thiazol-7-yl)methyl (6-(dimethylamino)pyridin-3-yl)carbamate